2,6-difluoro-N-(2-methoxy-5-(4-(1-oxo-8-azaspiro[4.5]dec-2-en-8-yl)quinazolin-6-yl)pyridin-3-yl)benzenesulfonamide FC1=C(C(=CC=C1)F)S(=O)(=O)NC=1C(=NC=C(C1)C=1C=C2C(=NC=NC2=CC1)N1CCC2(CC=CC2=O)CC1)OC